6-bromo-7-ethoxy-2-methylimidazo[1,2-a]pyridine BrC=1C(=CC=2N(C1)C=C(N2)C)OCC